C(C)(C)C1=C(C=CC=C1)C1N(CCN(C1)CC1C=2C=C(C=CC2C1)OC)C1CCC12CCNCC2 (2-(2-isopropylphenyl)-4-((4-methoxybicyclo[4.2.0]octa-1(6),2,4-trien-7-yl)methyl)piperazin-1-yl)-7-azaspiro[3.5]nonane